2-({2-chloro-5-cyano-3-[(1S,4S)-5-[(2R)-2-hydroxypropyl]-2,5-diazabicyclo[2.2.1]heptan-2-yl]phenyl}amino)-4-(cyclopropylamino)pyrazolo[1,5-a][1,3,5]triazine-8-carbonitrile ClC1=C(C=C(C=C1N1[C@@H]2CN([C@H](C1)C2)C[C@@H](C)O)C#N)NC2=NC=1N(C(=N2)NC2CC2)N=CC1C#N